FC(F)(F)C=1C(=C(C=CC1C#N)C1=CC=CC=C1)C(F)(F)F bis(trifluoromethyl)-[1,1'-biphenyl]-4-carbonitrile